6-(1-(2,2-difluoroethyl)-4-(3-(trifluoromethoxy)phenyl)-1H-imidazol-5-yl)imidazo[1,2-b]pyridazine-3-carbonitrile FC(CN1C=NC(=C1C=1C=CC=2N(N1)C(=CN2)C#N)C2=CC(=CC=C2)OC(F)(F)F)F